(2R,3S)-N-((3S)-7-chloro-1-methyl-2-oxo-5-phenyl-2,3-dihydro-1H-1,4-benzodiazepin-3-yl)-2,3-bis(3,3,3-trifluoropropyl)succinamide ClC=1C=CC2=C(C(=N[C@@H](C(N2C)=O)NC([C@@H]([C@@H](C(=O)N)CCC(F)(F)F)CCC(F)(F)F)=O)C2=CC=CC=C2)C1